bis(3-(2,3-dibutylimidazolyl)propyl)-N-methyl-amine C(CCC)C1=NC=C(N1CCCC)CCCN(C)CCCC=1N(C(=NC1)CCCC)CCCC